N-methoxy-N-methyl-2-(trifluoromethyl)thiazole-5-carboxamide CON(C(=O)C1=CN=C(S1)C(F)(F)F)C